1,5-Pentandithiol C(CCCCS)S